C(C1=CC=CC=C1)OCC12N(C(OC1=O)C(Cl)(Cl)Cl)CCC2 7a-((benzyloxy)methyl)-3-(trichloromethyl)tetrahydropyrrolo[1,2-c]oxazol-1(3H)-one